NC=1C=C(C=CC1N1CCC2(CC1)CCC(CC2)N(C)C)NC2=NC=C(C(=N2)NC2=C(C=CC=C2)P(C)C)Cl (2-((2-((3-amino-4-(9-(dimethylamino)-3-azaspiro[5.5]undecan-3-yl)phenyl)amino)-5-chloropyrimidin-4-yl)amino)phenyl)dimethylphosphine